CCCCCCCCCC(=O)N[C@H](C(=O)[O-])O The molecule is an N-acyl-(2S)-hydroxyglycinate resulting from the deprotonation of the carboxy group of N-decanoyl-(2S)-hydroxyglycine. The major species at pH 7.3. It is a conjugate base of a N-decanoyl-(2S)-hydroxyglycine.